C(C)(C)(C)OC(=O)N1C(=CC=C1)C1=CC(=C(C(=C1)F)C=1N=C2N(C=CC(=C2)C)C1C[C@H]1CN(CCO1)C(=O)OC)F methyl (S)-2-((2-(4-(1-tert-butoxycarbonylpyrrol-2-yl)-2,6-difluorophenyl)-7-methylimidazo[1,2-a]pyridin-3-yl)-methyl)morpholine-4-carboxylate